CN1CCN(CC1)C=1C=CC=2N(C1)C=C(N2)C(=O)N 6-(4-methylpiperazin-1-yl)imidazo[1,2-a]pyridine-2-carboxamide